NC1CCN(CC1)C1=CC(=C(C(=N1)C1=CC(=C(C#N)C=C1)F)Br)OC 4-(6-(4-Aminopiperidin-1-yl)-3-bromo-4-methoxypyridin-2-yl)-2-fluorobenzonitrile